4-methyl-5-oxazolecarboxylic acid ethyl ester C(C)OC(=O)C1=C(N=CO1)C